4,5-dichloropentanenitrile ClC(CCC#N)CCl